CO[C@@]1(C2C(C3CC[C@H]([C@]3(CC1)C2)C)(C)C)C (1r,6s,8as)-6-methoxy-1,4,4,6-tetramethyl-octahydro-1H-5,8a-methanoazulene